FCCNC(=O)CNC(=O)C1=CC=CC(=N1)C1=CC=C2C=CC=C(C2=C1)NC(C=C)=O N-{7-[6-({[(2-fluoroethyl)carbamoyl]methyl}carbamoyl)pyridin-2-yl]naphthalen-1-yl}prop-2-enamide